FC=1C(=NC(=NC1)NC1=CC=C(C=N1)CN1CCN(CC1)CC1=C(C=CC=C1)NC1C(NC(CC1)=O)=O)C=1C=C(C2=C(N(C(=N2)C)C(C)C)C1)F 3-((2-((4-((6-((5-fluoro-4-(4-fluoro-1-isopropyl-2-methyl-1H-benzo[d]imidazol-6-yl)pyrimidin-2-yl)amino)pyridin-3-yl)methyl)piperazin-1-yl)methyl)phenyl)amino)piperidine-2,6-dione